(S)-2-(2-Hydroxy-propan-2-yl)-N'-((1-oxo-1,2,3,5,6,7-hexahydro-s-indacen-4-yl)carbamoyl)thiazole-5-sulfonimidamide OC(C)(C)C=1SC(=CN1)[S@](=O)(N)=NC(NC1=C2CCC(C2=CC=2CCCC12)=O)=O